ClC1=C(C(=O)OC)C(=CC=C1)OC=1C=NC=CC1C1=CC=C(C=C1)N1CCC(CC1)C(OC)OC methyl 2-chloro-6-((4-(4-(4-(dimethoxymethyl)piperidin-1-yl)phenyl)pyridin-3-yl)oxy)benzoate